ClC=1C=C(C=CC1)[C@@H](CO)NC(=O)C=1N=CN(C1)C1=NC(=NC=C1C)N[C@H](CO)CC N-((S)-1-(3-chlorophenyl)-2-hydroxyethyl)-1-(2-(((S)-1-hydroxybutan-2-yl)amino)-5-methylpyrimidin-4-yl)-1H-imidazole-4-carboxamide